5-(1-(2-((6-amino-5-ethylpyridin-3-yl)amino)-2-oxoacetyl)-5-methylpiperidin-2-yl)thiophene-2-carboxamide NC1=C(C=C(C=N1)NC(C(=O)N1C(CCC(C1)C)C1=CC=C(S1)C(=O)N)=O)CC